FC=1C=CC(=NC1)C1=NN2C(C(OC(C2)(C)C)([2H])[2H])=C1 2-(5-fluoropyridin-2-yl)-6,6-dimethyl-6,7-dihydro-4H-pyrazolo[5,1-c][1,4]oxazine-4,4-d2